CN1C=C(C2=CC=CC=C12)C(=O)NC1=CC=C(C=C1)NC1=NC(=NC(=C1)C)N1CCCC1 1-methyl-N-(4-((6-methyl-2-(pyrrolidin-1-yl)pyrimidin-4-yl)amino)phenyl)-1H-indole-3-carboxamide